FC1([C@@H](O[C@@H]([C@H]1O)CO)N1C(N=C(C=C1)C=1C(=NC(=CC1)C)C(=O)N)=O)F (1-((2r,4r,5r)-3,3-difluoro-4-hydroxy-5-(hydroxymethyl)tetrahydrofuran-2-yl)-2-oxo-1,2-dihydropyrimidin-4-yl)-6-methylpyridinecarboxamide